(4,5-dimethylthiazol-2-yl)-3-((10-hydroxydecyl)amino)-2-methylbenzamide CC=1N=C(SC1C)C1=C(C(=C(C(=O)N)C=C1)C)NCCCCCCCCCCO